tert-butyl (3S,4S)-3-amino-4-fluoro-pyrrolidine-1-carboxylate N[C@H]1CN(C[C@@H]1F)C(=O)OC(C)(C)C